3,4-Methylendioxybenzaldehyd C1OC=2C=C(C=O)C=CC2O1